COC([C@@H](NC(C(F)(F)F)C1=CC(=C(C=C1)C1=C(C=CC(=C1)S(=O)(=O)N1CCN(CC1)C)OCOC)F)CC(C)C)=O (2,2,2-trifluoro-1-(2-fluoro-2'-(methoxymethyloxy)-5'-((4-methylpiperazin-1-yl)sulfonyl)-[1,1'-biphenyl]-4-yl)ethyl)-L-leucine methyl ester